C(#N)C1(CC1)C1=C(C#N)C=CC(=C1)C(F)(F)F (1-cyanocyclopropyl)-4-(trifluoromethyl)benzonitrile